6-((di(pyridin-2-ylmethyl)amino)methaneYl)nicotinic acid N1=C(C=CC=C1)CN(CC1=NC=CC=C1)CC1=NC=C(C(=O)O)C=C1